FC1(CNCCOC1)C 6-fluoro-6-methyl-1,4-oxazepan